C(C1=CC=CC=C1)N(C1=C2C(=NC(=N1)Cl)N(N=C2)[C@@H]2O[C@@H]([C@@H]1[C@H]2OC(O1)(C)C)COCP(OCC)(OCC)=O)C Diethyl ((((3aR,4R,6R,6aR)-6-(4-(benzyl(methyl)amino)-6-chloro-1H-pyrazolo[3,4-d]pyrimidin-1-yl)-2,2-dimethyltetrahydrofuro[3,4-d][1,3]dioxol-4-yl)methoxy)methyl)phosphonate